1-(4-(4-((5-Chloro-6-phenoxypyridin-3-yl)amino)pyrido[3,2-d]pyrimidin-6-yl)piperazin-1-yl)prop-2-en-1-one ClC=1C=C(C=NC1OC1=CC=CC=C1)NC=1C2=C(N=CN1)C=CC(=N2)N2CCN(CC2)C(C=C)=O